FC1=C(C=CC=C1)C1=CC=C(C=C1)CCCC(=O)NC1=CC=C(C=C1)N1CCOCC1 4-(2'-fluoro-[1,1'-biphenyl]-4-yl)-N-(4-morpholinophenyl)butanamide